BrC=1C=C(C=CC1)NCC(O)C=1NC(NC1)=S 4-[2-(3-Bromophenylamino)-1-hydroxyethyl]-1,3-dihydroimidazole-2-thione